FC1([C@@]2(C1)CC=1N(N=C(C1C1=C3C(=NC=C1F)NN=C3)C3=NC=C(C=C3)F)C2)F (R)-1',1'-difluoro-3-(5-fluoro-1H-pyrazolo[3,4-b]pyridin-4-yl)-2-(5-fluoro-2-pyridyl)spiro[4,6-dihydropyrrolo[1,2-b]pyrazole-5,2'-cyclopropane]